C(=CC1=CC=CC=C1)P(O)(=O)C1CCCC1 styryl-cyclopentyl-phosphinic acid